NC[C@@H]1N(CCC1)C1=C(C=CC(=C1C(F)(F)F)OC1=CC=CC=C1)NC(=O)C=1N=C(SC1)C1=CN=NC=C1 N-{2-[(2R)-2-(aminomethyl)pyrrolidin-1-yl]-4-phenoxy-3-(trifluoromethyl)phenyl}-2-(pyridazin-4-yl)-1,3-thiazole-4-carboxamide